COC=1C=C(C=CC1OC)C=1NC2=CC=C(C=C2C1C(C)C)C1CCN(CC1)CC1=C(N=CN1)C 2-(3,4-dimethoxyphenyl)-3-isopropyl-5-(1-((4-methyl-1H-imidazol-5-yl)methyl)piperidin-4-yl)-1H-indole